O1N=C(C=C1)NC(C[N+]1(CC2=CC=CC=C2C1)CC(=O)NC1=C(SC=C1C)C(=O)OC)=O 2-(2-(isoxazol-3-ylamino)-2-oxoethyl)-2-(2-((2-(methoxycarbonyl)-4-methylthiophen-3-yl)amino)-2-oxoethyl)isoindolin-2-ium